ClC=1C(=NC(=NC1)NC1=CC(=C(C=C1)N1CCC(CC1)CN1CCN(CC1)CC(=O)OC(C)(C)C)F)NC1=C(C=CC=C1)N(S(=O)(=O)C)C tertiary butyl 2-(4-((1-(4-((5-chloro-4-((2-(N-methylmethanesulfonamido)phenyl)amino)pyrimidin-2-yl)amino)-2-fluorophenyl)piperidin-4-yl)methyl)piperazin-1-yl)acetate